tert-butyl (S)-((1-(2-butoxy-5-chlorobenzyl)pyrrolidin-3-yl)methyl)carbamate C(CCC)OC1=C(CN2C[C@@H](CC2)CNC(OC(C)(C)C)=O)C=C(C=C1)Cl